CC1=C(C(=CC=C1)C)C1=NC(=NC(=C1)OC[C@@H](CC1(CC1)C)NCC1=NC=2N(C=C1)N=C(C2)C(C)C)NS(=O)(=O)C=2C=C(C(=O)O)C=CC2 3-[[4-(2,6-Dimethylphenyl)-6-[(2R)-2-[(2-isopropylpyrazolo[1,5-a]pyrimidin-5-yl)methylamino]-3-(1-methylcyclopropyl)propoxy]pyrimidin-2-yl]sulfamoyl]benzoic acid